ClCCCN(CCCC)CCCC chloro-3-di-n-butylaminopropane